1-octylpyridine bistrifluoromethanesulfonimide salt [N-](S(=O)(=O)C(F)(F)F)S(=O)(=O)C(F)(F)F.C(CCCCCCC)N1CC=CC=C1